1-(2-hydroxybutyl)-3-(2-methyl-3-(pyridin-3-yl)quinolin-6-yl)urea OC(CNC(=O)NC=1C=C2C=C(C(=NC2=CC1)C)C=1C=NC=CC1)CC